(R)-8-hydroxy-7-iodo-3,5-dimethylisochroman-1-one OC=1C(=CC(=C2C[C@H](OC(C12)=O)C)C)I